C1(CC1)C1=CC(=NN1)NC([C@@H](C)C=1C=NN(C1)C1=CC(=CC(=C1)F)C(F)F)=O (S)-N-(5-cyclopropyl-1H-pyrazol-3-yl)-2-(1-(3-(difluoromethyl)-5-fluorophenyl)-1H-pyrazol-4-yl)propanamide